C1(CC1)C1=CC(=C(C=C1)CN)F (4-cyclopropyl-2-fluoro-phenyl)methan-amine